FC1=CC=C(C=C1)NC(=O)C1(COC1)C1=CC=C(C=C1)C=1C=NC(=CC1[C@@H](C)O)C(F)(F)F |o1:26| (R or S)-N-(4-fluorophenyl)-3-(4-(4-(1-hydroxyethyl)-6-(trifluoromethyl)pyridin-3-yl)phenyl)oxetane-3-carboxamide